N(=C=S)C1=C(C=CC=C1)S(=O)(=O)C1=CC=CC=C1 (2-Isothiocyanatophenyl)-sulfonylbenzene